O=C1N(CC2=CC=3CCNCC3C=C21)[C@@H]2C(NC(CC2)=O)=O (S)-3-(3-Oxo-1,3,5,6,7,8-hexahydro-2H-pyrrolo[3,4-g]isoquinolin-2-yl)piperidine-2,6-dione